The molecule is a monocarboxylic acid that is acetic acid in which one of the methyl hydrogens is substituted by a 4-chlorophenyl group. It has a role as a xenobiotic metabolite. It is a monocarboxylic acid and a member of monochlorobenzenes. It derives from an acetic acid. It is a conjugate acid of a 4-chlorophenylacetate. C1=CC(=CC=C1CC(=O)O)Cl